C1(=CC=CC=C1)OC(=O)[O-].[Bi+3].C1(=CC=CC=C1)OC(=O)[O-].C1(=CC=CC=C1)OC(=O)[O-] bismuth (III) phenyloxaacetate